Tert-butyl [(1R)-1-{3-[(2RS)-1,1-difluoro-2-hydroxy-2-methylbutyl]-2-fluorophenyl}ethyl]carbamate FC([C@](CC)(C)O)(F)C=1C(=C(C=CC1)[C@@H](C)NC(OC(C)(C)C)=O)F |&1:2|